6-[4-[(S or R)-(4-fluorophenyl)-(6-fluoro-2-pyridyl)methyl]piperidine-1-carbonyl]-4H-1,4-benzoxazin-3-one FC1=CC=C(C=C1)[C@H](C1CCN(CC1)C(=O)C=1C=CC2=C(NC(CO2)=O)C1)C1=NC(=CC=C1)F |o1:7|